ClC=1C=CC(=C(C1)C=1N=CN(C(C1)=O)[C@H](C(=O)O)CC)N1N=NC(=C1)Cl (S)-2-(4-(5-chloro-2-(4-chloro-1H-1,2,3-triazol-1-yl)phenyl)-6-oxopyrimidin-1(6H)-yl)butyric acid